1-({[(1R)-1-(4-chlorophenyl)-2-[(5-chloropyridin-2-yl)methyl]-7-fluoro-5-(2-hydroxy-1-methoxypropan-2-yl)-3-oxo-2,3-dihydro-1H-isoindol-1-yl]oxy}methyl)cyclopropane-1-carboxamide ClC1=CC=C(C=C1)[C@@]1(N(C(C2=CC(=CC(=C12)F)C(COC)(C)O)=O)CC1=NC=C(C=C1)Cl)OCC1(CC1)C(=O)N